N-tert-Butoxycarbonyl-4-pentyn-1-amine C(C)(C)(C)OC(=O)NCCCC#C